Dioctyl-tin dioleate C(CCCCCCC\C=C/CCCCCCCC)(=O)[O-].C(CCCCCCC\C=C/CCCCCCCC)(=O)[O-].C(CCCCCCC)[Sn+2]CCCCCCCC